Tetrabenzoporphine palladium (I) [Pd+].C1=2C3=C(C(N1)=CC=1C4=C(C(N1)=CC1=C5C(=C(N1)C=C1C6=C(C(=N1)C2)C=CC=C6)C=CC=C5)C=CC=C4)C=CC=C3